N,N'-bis(methylphenyl)-1,4-benzenediamine CC1=CC=CC=C1NC2=CC=C(C=C2)NC3=CC=CC=C3C